rel-3-(5-(difluoromethyl)-1,3,4-thiadiazol-2-yl)-N-(1-methylcyclopropyl)-8-((4aR,7aS)-octahydro-1H-cyclopenta[b]pyrazin-1-yl)imidazo[1,2-a]pyridine-6-sulfonamide FC(C1=NN=C(S1)C1=CN=C2N1C=C(C=C2N2[C@@H]1[C@H](NCC2)CCC1)S(=O)(=O)NC1(CC1)C)F |o1:17,18|